N-(1-(2-(phenylamino)pyrimidine-4-carbonyl)piperidin-4-yl)-2-(pyridin-2-ylamino)pyrimidine-4-carboxamide C1(=CC=CC=C1)NC1=NC=CC(=N1)C(=O)N1CCC(CC1)NC(=O)C1=NC(=NC=C1)NC1=NC=CC=C1